3-(pyridin-3-yl)-2,4,5,6-tetrakis(5H-pyrido[4,3-b]indol-5-yl)benzonitrile N1=CC(=CC=C1)C=1C(=C(C#N)C(=C(C1N1C2=C(C=3C=CC=CC13)C=NC=C2)N2C1=C(C=3C=CC=CC23)C=NC=C1)N1C2=C(C=3C=CC=CC13)C=NC=C2)N2C1=C(C=3C=CC=CC23)C=NC=C1